2-fluoro-1-(2-methyl-3-(3-(4-(trifluoromethyl)phenyl)-1H-pyrazolo[3,4-b]pyridin-1-yl)azetidin-1-yl)propan-2-en-1-one FC(C(=O)N1C(C(C1)N1N=C(C=2C1=NC=CC2)C2=CC=C(C=C2)C(F)(F)F)C)=C